FC1=C(C(=O)C(C(=O)OCC)=CC2=C(C=C(C=C2)F)F)C=C(C(=C1F)F)F ethyl 2-(2,3,4,5-tetrafluorobenzoyl)-3-(2,4-difluorophenyl)-acrylate